FC1(C(CCCC1)NC1=CC(=NC(=N1)C=1SC=C(N1)C)C(C)O)F 1-(6-((2,2-difluorocyclohexyl)amino)-2-(4-methylthiazol-2-yl)pyrimidin-4-yl)ethan-1-ol